ClC=1C=C2N=C3C(=CC(=CC3=C(C2=CC1)Cl)OC)[2H] 6,9-Dichloro-2-methoxyacridine-4-d